NC=1C=CC(=C(C1)NC(C(C)N1C=CC2=CC(=CC=C12)S(=O)(=O)N1C[C@H](CC1)N)=O)C N-(5-amino-2-methyl-phenyl)-2-[5-[(3S)-3-aminopyrrolidin-1-yl]sulfonylindol-1-yl]propanamide